C(CC(=O)N[C@@H](CS)C(=O)NCCC(=O)[O-])[C@@H](C(=O)[O-])[NH3+] The molecule is the conjugate base of L-gamma-glutamyl-L-cysteinyl-beta-alanine having an anionic carboxy terminus and a zwitterionic gamma-glutamyl residue; major species at pH 7.3. It is a conjugate base of a L-gamma-glutamyl-L-cysteinyl-beta-alanine.